CO[Si](C)(OC)OC Trimethoxy(methyl)silane